3-cyclopentyl-3-hydroxy-N-(3-phenyl-5-(trifluoromethyl)pyrazolo[1,5-a]pyridin-2-yl)butanamide C1(CCCC1)C(CC(=O)NC1=NN2C(C=C(C=C2)C(F)(F)F)=C1C1=CC=CC=C1)(C)O